Benzyl 4-[3-[(1R)-1-aminoethyl]-5-benzyloxy-phenyl]-1-methyl-pyrrole-2-carboxylate hydrochloride salt Cl.N[C@H](C)C=1C=C(C=C(C1)OCC1=CC=CC=C1)C=1C=C(N(C1)C)C(=O)OCC1=CC=CC=C1